4-[4-(tert-butoxycarbonylamino)-1-piperidyl]-6-fluoro-2-methyl-indazole-7-carboxylic acid C(C)(C)(C)OC(=O)NC1CCN(CC1)C=1C2=CN(N=C2C(=C(C1)F)C(=O)O)C